NC1=C2N=C(N(C2=NC=N1)CCNS(=O)(=O)CC(C)C)SC1=CC2=C(OCO2)C=C1C=1OC(=CC1)C N-(2-(6-amino-8-((6-(5-methylfuran-2-yl)benzo[d][1,3]dioxol-5-yl)thio)-9H-purin-9-yl)ethyl)-2-methylpropane-1-sulfonamide